glutaric acid diimide C(CCCC(O)=N)(O)=N